P(=O)(O)(O)O.CO.CO dimethanol phosphate